ClC=1C(=C(C=CC1Cl)NC1=NC=NC2=CC(=C(C=C12)[N+](=O)[O-])C#C[C@@]12CN(C[C@H]2C1)C)F N-(3,4-dichloro-2-fluoro-phenyl)-7-[2-[(1R,5S)-3-methyl-3-azabicyclo[3.1.0]hexane-1-yl]ethynyl]-6-nitro-quinazolin-4-amine